Cl.ClC1=NC2=CC(=C(C=C2C(=N1)NC1CCNCC1)OC)OC chloro-6,7-dimethoxy-N-(piperidin-4-yl)quinazolin-4-amine hydrochloride